(3R,4S)-1-[6-[4-(cyanomethyl)pyrazol-1-yl]pyrrolo[1,2-b]pyridazin-4-yl]-3-cyclopropyl-4-methyl-2-oxopyrrolidine-3-carbonitrile C(#N)CC=1C=NN(C1)C=1C=C2N(N=CC=C2N2C([C@]([C@@H](C2)C)(C#N)C2CC2)=O)C1